tert-Butyl (S)-4,5-diamino-5-oxopentanoate hydrochloride Cl.N[C@@H](CCC(=O)OC(C)(C)C)C(=O)N